FC(C1=NN(C(=C1)O)C1=NC=CC=C1C(F)(F)F)(F)F 3-trifluoromethyl-1-(3-(trifluoromethyl)pyridin-2-yl)-1H-pyrazol-5-ol